N-(1-methyl-3-(7-(methylsulfonyl)-2-(morpholinomethyl)-2,3-dihydro-[1,4]dioxino[2,3-c]pyridin-5-yl)-1H-pyrrolo[2,3-c]pyridin-5-yl)acetamide CN1C=C(C=2C1=CN=C(C2)NC(C)=O)C2=NC(=CC1=C2OCC(O1)CN1CCOCC1)S(=O)(=O)C